S(N)(OC=1C=C2C(=CN(C2=CC1)C1CCN(CC1)[C@@H]1CC[C@@H](CC1)C(C)(C)C)CCN)(=O)=O 3-(2-aminoethyl)-1-(1-(cis-4-(tert-butyl)cyclohexyl)piperidin-4-yl)-1H-indol-5-yl sulfamate